ClC=1C=C(C=2N(N1)C=CN2)[C@@H]2[C@H](C2)C2=NC=C(C=C2)OC(F)(F)F 6-chloro-8-((1S,2S)-2-(5-(trifluoromethoxy)pyridin-2-yl)cyclopropyl)imidazo[1,2-b]pyridazine